5-methyl-3-(trifluoromethyl)-1H-Pyrazole CC1=CC(=NN1)C(F)(F)F